N-[(1R)-1-[5-(2-fluorophenyl)-1H-imidazol-2-yl]-2-(4-isoxazol-3-yl-4-oxobutoxy)ethyl]-1-methylazetidine-3-carboxamide FC1=C(C=CC=C1)C1=CN=C(N1)[C@H](COCCCC(=O)C1=NOC=C1)NC(=O)C1CN(C1)C